3-(4-cyano-3-(trifluoromethyl)phenyl)-N-(4-cyano-3-methoxyphenyl)-2-(trifluoromethyl)oxazolidine-5-carboxamide C(#N)C1=C(C=C(C=C1)N1C(OC(C1)C(=O)NC1=CC(=C(C=C1)C#N)OC)C(F)(F)F)C(F)(F)F